N-[(4-fluorophenyl)methyl]-1-(4-methylphenyl)-5-oxopyrrolidine-3-carboxamide FC1=CC=C(C=C1)CNC(=O)C1CN(C(C1)=O)C1=CC=C(C=C1)C